[Si](C)(C)(C(C)(C)C)OCC1CCC(CC1)CN1CC=2C=CC(=NC2CC1)N 6-(((1s,4s)-4-(((tert-butyldimethylsilyl)oxy)methyl)cyclohexyl)methyl)-5,6,7,8-tetrahydro-1,6-naphthyridin-2-amine